C([2H])([2H])([2H])N(C1=C(C=CC=C1)B(O)O)C([2H])([2H])[2H] (2-(bis(methyl-d3)amino)phenyl)boronic acid